CN(CC1=CN=C2C(=N1)C(=NC(=N2)N)N)C3=CC=C(C=C3)C(=O)N[C@@H](CCC(=O)O)C(=O)[O-] The molecule is a dicarboxylic acid monoanion. It is a conjugate base of a methotrexate. It is a conjugate acid of a methotrexate(2-).